OCCOCCOCCCOC1=CC=C(C=C1)C1CCN(CC1)C(=O)OC(C)(C)C tert-butyl 4-(4-(3-(2-(2-hydroxyethoxy)ethoxy)propoxy)phenyl)piperidine-1-carboxylate